C(C(C)C)N1CCC(CC1)C(=O)NC=1N=CC2=CC=C(C=C2C1)C=1N=NN(C1)C 1-isobutyl-N-(6-(1-methyl-1H-1,2,3-triazol-4-yl)isoquinolin-3-yl)piperidine-4-carboxamide